meta-aminophenylthiophenol NC=1C(=C(C=CC1)S)C1=CC=CC=C1